C(O)([O-])=O.C(CC)[NH3+] n-propyl-ammonium hydrogen carbonate